(2S)-2-[4-(5-chloro-8-{2-[ethyl(isopropyl)carbamoyl]-4-fluorophenyl}-3-methylimidazo[1,5-a]pyridin-6-yl)piperazine-1-carbonyl]-pyrrolidine-1-carboxylic acid tert-butyl ester C(C)(C)(C)OC(=O)N1[C@@H](CCC1)C(=O)N1CCN(CC1)C=1C=C(C=2N(C1Cl)C(=NC2)C)C2=C(C=C(C=C2)F)C(N(C(C)C)CC)=O